3-(R)-(2-hydroxyethyl)pyrrolidine-1-carboxylic acid tert-butyl ester C(C)(C)(C)OC(=O)N1C[C@H](CC1)CCO